5-fluoro-2-((((1r,4r)-4-hydroxycyclohexyl)thio)methyl)quinazolin-4(3H)-one FC1=C2C(NC(=NC2=CC=C1)CSC1CCC(CC1)O)=O